(5-Fluoropyridin-2-yl)-6-methyl-4-(4-methyl-1H-pyrazol-1-yl)picolinamide FC=1C=CC(=NC1)C=1C(=NC(=CC1N1N=CC(=C1)C)C)C(=O)N